N-(2-(3-chloro-1H-pyrazol-1-yl)ethyl)-5-(furan-2-yl)isoxazole-3-carboxamide ClC1=NN(C=C1)CCNC(=O)C1=NOC(=C1)C=1OC=CC1